CC1=C(C=C(C#N)C=C1)S(=O)(=O)N1CCC2(C[C@@H](CO2)N2CCOCC2)CC1 (S)-4-methyl-3-((3-morpholino-1-oxa-8-azaspiro[4.5]dec-8-yl)sulfonyl)benzonitrile